CC=1OC(OC1CO)=O 4-methyl-5-(hydroxymethyl)-1,3-dioxol-2-one